2-methyl-4-(4,4,5,5-tetramethyl-1,3,2-dioxaborolan-2-yl)benzyl 3-isopropoxyazetidine-1-carboxylate C(C)(C)OC1CN(C1)C(=O)OCC1=C(C=C(C=C1)B1OC(C(O1)(C)C)(C)C)C